tert-Butyl-(3-((tert-butoxycarbonyl)amino)propyl)(4-((3-(4-(7-(methoxymethoxy)-6-oxo-2,2-diphenyl-6H-[1,3]dioxolo[4,5-h]chromen-8-yl)phenyl)propyl)amino)butyl)carbamate C(C)(C)(C)OC(N(CCCCNCCCC1=CC=C(C=C1)C=1OC=2C3=C(C=CC2C(C1OCOC)=O)OC(O3)(C3=CC=CC=C3)C3=CC=CC=C3)CCCNC(=O)OC(C)(C)C)=O